C12(OC(C3=CC=CC=C13)=O)C1=CC=CC=C1OC1=CC=C3C(=C12)C=CC=C3 spiro[12H-benzo[a]xanthene-12,1'(3'H)-isobenzofuran]-3'-on